CN1N=C2C(=CC(=CC2=C1)C1=CC2=C(C=N1)N=C(S2)N(C2CC1CCC(C2)N1C)C)C#N 2-Methyl-5-(2-{methyl-[(3-exo)-8-methyl-8-azabicyclo[3.2.1]oct-3-yl]amino}[1,3]thiazolo[4,5-c]pyridin-6-yl)-2H-indazol-7-carbonitril